2-hydroxy-4-methoxy-3'-aminobenzophenone OC1=C(C(=O)C2=CC(=CC=C2)N)C=CC(=C1)OC